3-bromo-5,7-dihydropyrrolo[3,4-b]pyridine-6-carboxylic acid benzyl ester C(C1=CC=CC=C1)OC(=O)N1CC2=NC=C(C=C2C1)Br